8-Cyclopropyl-2,3-dihydroquinolin-4(1H)one C1(CC1)C=1C=CC=C2C(CCNC12)=O